O1C(=NN=C1)CN(C)C 1,3,4-oxadiazol-2-yl-N,N-dimethylmethylamine